(1-(cyclopropylmethyl)-2-(1-(3-hydroxypropyl)-2,3-dihydro-1H-pyrrolo[1,2,3-de]quinoxalin-5-yl)-7-methoxy-1H-benzo[d]imidazol-5-yl)methanone C1(CC1)CN1C(=NC2=C1C(=CC(=C2)C=O)OC)C2=CC=1C=3N2CCN(C3C=CC1)CCCO